4-[5-(4-Fluorophenyl)-6-(4-hydroxytetrahydropyran-4-yl)pyrrolo[2,3-f][1,3]benzothiazol-7-yl]benzoic acid FC1=CC=C(C=C1)N1C(=C(C2=CC3=C(N=CS3)C=C21)C2=CC=C(C(=O)O)C=C2)C2(CCOCC2)O